OC(CNC(C(=C)C)=O)COCCC[Si](O[Si](C)(C)C)(O[Si](C)(C)C)O[Si](C)(C)C N-(2-hydroxy-3-(3-(tris(trimethylsilyloxy)silyl)propyloxy)-propyl)-2-methyl-acrylamide